6-fluoro-3-[6-[4-[(4-fluoro-4-piperidyl)methyl]piperazin-1-yl]pyrimidin-4-yl]-5-(1-methylcyclopropoxy)-2H-indazole FC=1C(=CC2=C(NN=C2C1)C1=NC=NC(=C1)N1CCN(CC1)CC1(CCNCC1)F)OC1(CC1)C